ClC=1C=C2CCN(C2=CC1)C(=O)N1C[C@H](N(CC1)C=1C=CC(=NC1C(=O)N[C@H]1CNCC1)C=1C(=NC=CC1)OCC)CC 5-[(2R)-4-(5-chloro-2,3-dihydro-1H-indole-1-carbonyl)-2-ethylpiperazin-1-yl]-2'-ethoxy-N-[(3R)-pyrrolidin-3-yl]-[2,3'-bipyridine]-6-carboxamide